S1C=NC(=C1)C1=COC2=C1C=CC=C2N 3-(thiazol-4-yl)benzofuran-7-amine